ethyl 2-[2-(ethylamino)-4-isopropyl-7-oxo-thieno[2,3-d]pyridazin-6-yl]acetate C(C)NC1=CC2=C(C(N(N=C2C(C)C)CC(=O)OCC)=O)S1